CC1(C2=C(NC1=O)C=C(S2)C(=O)OC)C methyl 6,6-dimethyl-5-oxo-5,6-dihydro-4H-thieno[3,2-b]pyrrole-2-carboxylate